(S)-(4-(4-chloropyrazolo[1,5-a]pyridin-2-yl)-6,7-dihydro-1H-imidazo[4,5-c]pyridin-5(4H)-yl)(5-(1-methylcyclopropyl)-1,3,4-oxadiazol-2-yl)methanone ClC=1C=2N(C=CC1)N=C(C2)[C@H]2N(CCC1=C2N=CN1)C(=O)C=1OC(=NN1)C1(CC1)C